(1S,3S)-N-(3-(benzyloxy)-2-oxopropyl)-1-((((1s,4R)-4-(3-(benzyloxy)phenyl)cyclohexyl)oxy)methyl)-3-(methylsulfonamido)cyclopentane-1-carboxamide C(C1=CC=CC=C1)OCC(CNC(=O)[C@@]1(C[C@H](CC1)NS(=O)(=O)C)COC1CCC(CC1)C1=CC(=CC=C1)OCC1=CC=CC=C1)=O